1,1-dimethyl-pyrrolidinium bromide [Br-].C[N+]1(CCCC1)C